(R)-(3-aminopiperidin-1-yl)(2-(7-chloro-1-(pyrimidin-5-ylmethyl)-1H-indol-2-yl)-3,4-dihydro-5-oxa-1,2a-diazaacenaphthylen-7-yl)methanone N[C@H]1CN(CCC1)C(=O)C=1C=C2OCCN3C(=NC(C1)=C32)C=3N(C2=C(C=CC=C2C3)Cl)CC=3C=NC=NC3